3-[[4-hydroxy-1-[(3R,4R)-1-[(3-methoxypyrazin-2-yl)methyl]-3-phenyl-piperidine-4-carbonyl]-4-piperidinyl]methyl]-7-phenyl-pyrrolo[2,3-d]pyrimidin-4-one OC1(CCN(CC1)C(=O)[C@H]1[C@@H](CN(CC1)CC1=NC=CN=C1OC)C1=CC=CC=C1)CN1C=NC2=C(C1=O)C=CN2C2=CC=CC=C2